1-benzyl-3-hydroxy-4-(cycloheptylaminomethyl)pyridin-2(1H)-one C(C1=CC=CC=C1)N1C(C(=C(C=C1)CNC1CCCCCC1)O)=O